2-(2-Pyridyldithio)ethylamine hydrochloride Cl.N1=C(C=CC=C1)SSCCN